Tert-butyl 6-(4-(5-chloro-6-methyl-1-tosyl-1H-indazol-4-yl)-3-(8,8-diethoxy-5-azaspiro[3.5]nonan-5-yl)-5-methyl-1H-pyrazol-1-yl)-2-azaspiro[3.3]heptane-2-carboxylate ClC=1C(=C2C=NN(C2=CC1C)S(=O)(=O)C1=CC=C(C)C=C1)C=1C(=NN(C1C)C1CC2(CN(C2)C(=O)OC(C)(C)C)C1)N1C2(CCC2)CC(CC1)(OCC)OCC